4-((1R,3S)-3-hydroxycyclohexylamino)-2-((1R,4S)-4-methoxycycloheptylamino)pyrimidine-5-carboxamide O[C@@H]1C[C@@H](CCC1)NC1=NC(=NC=C1C(=O)N)N[C@H]1CC[C@H](CCC1)OC